CC1=CC=CC(=N1)C=1N=CC=2OCCN(C2N1)C1=C2C(=NC=N1)NN=C2 2-(6-methylpyridin-2-yl)-8-(1H-pyrazolo[3,4-d]pyrimidin-4-yl)-7,8-dihydro-6H-pyrimido[5,4-b][1,4]oxazine